2,5-furandicarboxylic acid dimethylester COC(=O)C=1OC(=CC1)C(=O)OC